(2R,4S)-4-isopropyl-2-methoxy-3-((R)-2-methyl-1-(1-methyl-1H-imidazol-2-yl)propyl)oxazolidine tert-Butyl-2-((2-chloropyridine-3-sulfonamido)methyl)piperidine-1-carboxylate C(C)(C)(C)OC(=O)N1C(CCCC1)CNS(=O)(=O)C=1C(=NC=CC1)Cl.C(C)(C)[C@@H]1N([C@@H](OC1)OC)[C@H](C(C)C)C=1N(C=CN1)C